2-[(3R,6E,10E)-3-Hydroxy-3,7,11,15-tetramethyl-6,10,14-hexadecatrien-1-yl]-3,5,6-trimethyl-2,5-cyclohexadiene-1,4-dione O[C@@](CCC=1C(C(=C(C(C1C)=O)C)C)=O)(CC\C=C(\CC\C=C(\CCC=C(C)C)/C)/C)C